N1=CC(=CC2=CC=CC=C12)C1=CC=2N(C(=N1)N1CCN(CC1)C(=O)[O-])C=CN2 4-(7-(quinolin-3-yl)imidazo[1,2-c]pyrimidin-5-yl)piperazine-1-carboxylate